(2-hydroxyethyl)hexan-2-lactone OCCC1(C(=O)O1)CCCC